OC[C@H](C1=CC=CC=C1)NC1=CC(=NC=C1C(=O)O)NC1=CC=C2C(=N1)C(NC2=O)C 4-(((S)-2-hydroxy-1-phenylethyl)amino)-6-((7-methyl-5-oxo-6,7-dihydro-5H-pyrrolo[3,4-b]pyridin-2-yl)amino)nicotinic acid